Cl.ClC1=CC=C(C=C1)N1CCNCC1 1-(4-chlorophenyl)piperazine hydrochloride